5-(tert-butyl)-2-phenyl-4-(propan-2-yl-2-d)pyridine C(C)(C)(C)C=1C(=CC(=NC1)C1=CC=CC=C1)C(C)(C)[2H]